C(CCCCCCCCCCCCCCCCC)(=O)OC1CC(NC(C1)(C)C)(C)C 4-stearoyloxy-2,2,6,6-tetramethylpiperidine